FC1=C(C(=CC=C1)F)C=1C=2N(C=CC1)N=C(C2N2C(N1C(=C2)C[C@@H](C1)NS(=O)(=O)CC)=O)C N-{(6S)-2-[4-(2,6-difluorophenyl)-2-methylpyrazolo[1,5-a]pyridin-3-yl]-3-oxo-2,5,6,7-tetrahydro-3H-pyrrolo[1,2-c]imidazol-6-yl}ethanesulfonamide